ClC1=NN=C2N1C1=CC=CC=C1C(=N2)N(C)C=2C(=C(C=CC2)C2=CC=CC=C2)C2(CC2)CN(C)C chloro-N-((1-((dimethylamino)methyl)cyclopropyl)-[1,1'-biphenyl]-3-yl)-N-methyl-[1,2,4]triazolo[4,3-a]quinazolin-5-amine